C(C1=CC=CC=C1)O[C@@H]1[C@@H]([C@@H]([C@H](C1)C=C)O)O[Si](C1=CC=CC=C1)(C1=CC=CC=C1)C(C)(C)C (1R,2R,3S,5R)-3-(benzyloxy)-2-[(tert-butyldiphenylsilyl)oxy]-5-ethenylcyclopentan-1-ol